3,6,9,12-tetrakis(2-ethoxy-2-oxoethyl)-3,6,9,12-tetraazatetradecanedioic acid Diethyl ester (Diethyl 3,6,9,12-tetrakis(2-ethoxy-2-oxoethyl)-3,6,9,12-tetraazatetradecanoate) C(C)C(C(=O)O)(N(CCN(CCN(CCN(CC)CC(OCC)=O)CC(OCC)=O)CC(OCC)=O)CC(=O)OCC)CC.C(C)OC(CN(CCN(CCN(CCN(CC(=O)OCC)CC(OCC)=O)CC(OCC)=O)CC(OCC)=O)CC(=O)OCC)=O